CC1=C2C=C(NC2=CC=C1CN1CCC2(CN(C2)C2=NC=NC3=CC=C(C=C23)CC(F)(F)F)CC1)C#N 4-methyl-5-[[2-[6-(2,2,2-trifluoroethyl)quinazolin-4-yl]-2,7-diazaspiro[3.5]nonan-7-yl]methyl]-1H-indole-2-carbonitrile